IC(C(=O)[O-])(C(=O)[O-])I α,α-diiodomalonate